BrC=1C=C2CN(C(C2=C(C1)S(=O)(=O)C)=O)C(C)C 5-bromo-2-isopropyl-7-(methylsulfonyl)isoindol-1-one